N-[2-(1H-indol-3-yl)-ethyl]-acetamide N1C=C(C2=CC=CC=C12)CCNC(C)=O